[3-[5-(2-Chlorophenoxy)pyrazin-2-yl]azetidin-1-yl]-[(3R)-3-(tetrazol-1-yl)pyrrolidin-1-yl]methanone (S)-ethyl-2-methyl-5-(trifluoromethyl)-4,5,6,7-tetrahydro-1H-indazole-3-carboxylate C(C)OC(=O)[C@H]1N(NC=2CCC(CC12)C(F)(F)F)C.ClC1=C(OC=2N=CC(=NC2)C2CN(C2)C(=O)N2C[C@@H](CC2)N2N=NN=C2)C=CC=C1